C(C=1C(C(=O)OCCCCCCCCCCC(C)C)=CC(C(=O)OCCCCCCCCCCC(C)C)=CC1)(=O)OCCCCCCCCCCC(C)C tri(isotridecyl) trimellitate